3-(4-Cyclopropyl-3-ethyl-phenyl)-N-methyl-cyclobutan-1-amine, trifluoroacetate salt FC(C(=O)O)(F)F.C1(CC1)C1=C(C=C(C=C1)C1CC(C1)NC)CC